FC=1C=CC(=NC1)C(=C)C(F)(F)F 5-Fluoro-2-[1-(trifluoromethyl)vinyl]pyridine